1-(2,4-dimethoxyphenyl)-N-methyl-methylamine hydrochloride Cl.COC1=C(C=CC(=C1)OC)CNC